CC1=CC=C(C=C1)S(=O)(=O)OC1CCC(CC1)OC (1s,4s)-4-methoxycyclohexyl 4-methylbenzenesulfonate